(2-Hydroxy-4,6-dimethoxyphenyl)-phenylmethanone OC1=C(C(=CC(=C1)OC)OC)C(=O)C1=CC=CC=C1